5-((2-(1-(tert-Butoxycarbonyl)-1H-indol-3-yl)pyrimidin-5-yl)methoxy)-2-hydroxybenzoic acid C(C)(C)(C)OC(=O)N1C=C(C2=CC=CC=C12)C1=NC=C(C=N1)COC=1C=CC(=C(C(=O)O)C1)O